(8R,9aS)-8-(2,3-dichloro-6-hydroxyphenyl)-2-[(2S)-2-hydroxybutanoyl]-hexahydro-1H-pyrido[1,2-a]pyrazin-4-one ClC1=C(C(=CC=C1Cl)O)[C@H]1C[C@@H]2N(C(CN(C2)C([C@H](CC)O)=O)=O)CC1